(1,1-difluoropropan-2-yl)hydrazine FC(C(C)NN)F